C(C)(C)(C)OC(NC1=C(C=CC(=C1)[N+](=O)[O-])N1C(CN(CC1)C1NCOC1)C(F)(F)F)=O N-[5-nitro-2-[4-(oxazolidin-4-yl)-2-(trifluoromethyl)piperazin-1-yl]phenyl]carbamic acid tert-butyl ester